C(=O)(O)C(C)(C)N1N=CC(=C1)C=1C=C2CN(N3C(C2=CC1OC)=CC(C(=C3)C(=O)O)=O)C(C)C 9-(1-(2-carboxyprop-2-yl)-1H-pyrazol-4-yl)-6-isopropyl-10-methoxy-2-oxo-6,7-dihydro-2H-pyrido[2,1-a]phthalazine-3-carboxylic acid